(S)-1-(2,6-difluoro-3-(2-hydroxyethoxy)benzyl)-3,4-dimethyl-2-oxo-N-(2,4,6-trifluorobenzyl)-1,2,3,4-tetrahydroquinazoline-7-carboxamide FC1=C(CN2C(N([C@H](C3=CC=C(C=C23)C(=O)NCC2=C(C=C(C=C2F)F)F)C)C)=O)C(=CC=C1OCCO)F